N=1C=NN2C1C=C(C=C2)OC2=C(C=C(C=C2)NC2=NC=NN1C2=C(C=C1)C1CNC1)C N-(4-([1,2,4]triazolo[1,5-a]pyridin-7-yloxy)-3-methylphenyl)-5-(azetidin-3-yl)pyrrolo[2,1-f][1,2,4]triazin-4-amine